O[C@@H]([C@H](CO[C@H]1O[C@@H]([C@@H]([C@@H]([C@H]1O)O)O)CO)NC(CCCCCCCCCCCCCCCCCCCCCCCC1COC1)=O)[C@@H](CCCCCCCCCCCCCC)O N-((2S,3S,4R)-3,4-dihydroxy-1-(((2S,3R,4S,5R,6R)-3,4,5-trihydroxy-6-(hydroxymethyl)tetrahydro-2H-pyran-2-yl)oxy)octadecan-2-yl)-24-(oxetan-3-yl)tetracosanamide